cyclopent-yl carbonate C(OC1CCCC1)([O-])=O